N-((R)-1-(3-(difluoromethyl)-2-fluorophenyl)ethyl)-2,10-dimethyl-6-(((R)-tetrahydrofurane-3-yl)oxy)-9,10-dihydro-8H-[1,4]oxazino[2,3-H]quinazolin-4-amine FC(C=1C(=C(C=CC1)[C@@H](C)NC1=NC(=NC2=C3C(=C(C=C12)O[C@H]1COCC1)OCCN3C)C)F)F